ClC1=NC=C(C(=N1)N1CCCC1)C(F)(F)F 2-chloro-4-(pyrrolidin-1-yl)-5-(trifluoromethyl)pyrimidine